C(C)(=O)NC1=C(C(=O)OC)C=C(C(=C1[N+](=O)[O-])Br)F Methyl 2-acetylamino-4-bromo-5-fluoro-3-nitrobenzoate